C1(CC1)C1=CC(=NC=2N1N=C(C2)C2=C(C=C(C=C2)N2C[C@@](CC2)(C)CC(=O)N)F)C(=O)N2[C@@H](C1=CC=CC=C1CC2)C ((R)-1-(4-{7-Cyclopropyl-5-[(1R)-1-methyl-1,2,3,4-tetrahydroisoquinoline-2-carbonyl]pyrazolo[1,5-a]pyrimidin-2-yl}-3-fluorophenyl)-3-methylpyrrolidin-3-yl)acetamide